ClC1=C(C=C(C=C1)CC(=O)N)C (4-chloro-3-methylphenyl)acetamide